6-(3-((1-(3-fluoro-2-methoxyphenyl)cyclopropyl)glycyl)-3,8-diazabicyclo[3.2.1]octan-8-yl)nicotinonitrile FC=1C(=C(C=CC1)C1(CC1)NCC(=O)N1CC2CCC(C1)N2C2=NC=C(C#N)C=C2)OC